BrC=1C(=CC=C2C(=CNC12)C1=NC(=NC=C1C(F)(F)F)NCC1CC12CN(CC2)C(=O)[O-])C#N 1-(((4-(7-Bromo-6-cyano-1H-indol-3-yl)-5-(trifluoromethyl)pyrimidin-2-yl)amino)methyl)-5-Azaspiro[2.4]heptane-5-carboxylate